OC1=NC=NC2=C1N=C(N=C2)O[C@@H]2CN(CC2)C(=O)OC(C)(C)C tert-Butyl (S)-3-((8-hydroxypyrimido[5,4-d]pyrimidin-2-yl)oxy)pyrrolidine-1-carboxylate